3-ferrocenyl-ethynyl-benzaldehyde [C-]1(C=CC=C1)C=1C(=C(C=O)C=CC1)C#C.[CH-]1C=CC=C1.[Fe+2]